ethyl 4-(9-((2-(trimethylsilyl)ethoxy)methyl)-9H-purin-6-yl)-3,4-dihydro-2H-1,4-thiazine-6-carboxylate C[Si](CCOCN1C2=NC=NC(=C2N=C1)N1CCSC(=C1)C(=O)OCC)(C)C